1-allyl-2-(propan-2-ylidene)hydrazine C(C=C)NN=C(C)C